FC=1C(=C(C=CC1F)[C@@H]1[C@H](O[C@]([C@H]1C)(C)C(F)F)C(=O)NC1=CC(=NC=C1)C(=O)N)OC (2S,3R,4S,5S)-4-[[3-(3,4-Difluoro-2-methoxy-phenyl)-5-(difluoromethyl)-4,5-dimethyl-tetrahydrofuran-2-carbonyl]amino]pyridin-2-carboxamid